2-methoxy-4-(piperidin-1-yl)-N-((5-(thiophen-2-yl)-1,3,4-oxadiazol-2-yl)methyl)benzeneFormamide COC1=C(C=CC(=C1)N1CCCCC1)C(=O)NCC=1OC(=NN1)C=1SC=CC1